N1(N=CC=C1)CC1=C(C(=C(C(=O)OC2=C(C(=C(C(=C2F)F)F)F)F)C=C1)F)C1CC1 Perfluorophenyl 4-((1H-pyrazol-1-yl) methyl)-3-cyclopropyl-2-fluorobenzoate